C(C)(C)(C)OC(=O)N[C@H](C(=O)O)COCC#C (S)-2-[(tert-Butoxycarbonyl)amino]-3-(prop-2-yn-1-yloxy)propionic acid